O1C(=CC=C1C(=O)OCCCCCCCCCCCC)C(=O)OCCCCCCCCCCCC dilauryl 2,5-furandicarboxylate